4-(3,6-dimethoxycarbazole-9-yl)butyl-phosphonic acid COC=1C=CC=2N(C3=CC=C(C=C3C2C1)OC)CCCCP(O)(O)=O